ClC1=C(CN(C(C2=CC(=CC=C2)F)=O)CC=2C=NC(=CC2)CO)C=CC(=C1)Cl N-(2,4-dichlorobenzyl)-3-fluoro-N-((6-(hydroxymethyl)pyridin-3-yl)methyl)benzamide